3-((tert-butyldiphenylsilyl)oxy)-2-fluoro-N-(1-(5-fluoro-1H-indol-3-yl)propan-2-yl)-2-methylpropan-1-amine [Si](C1=CC=CC=C1)(C1=CC=CC=C1)(C(C)(C)C)OCC(CNC(CC1=CNC2=CC=C(C=C12)F)C)(C)F